Ethyl (S)-3-((S)-2-(5-bromo-2-oxo-4-(trifluoromethyl)pyridin-1(2H)-yl)hex-5-enamido)-3-(4,4'-difluoro-2'-(hex-4-en-1-yl)-5,6'-dimethyl-[1,1'-biphenyl]-3-yl)propanoate BrC=1C(=CC(N(C1)[C@H](C(=O)N[C@@H](CC(=O)OCC)C=1C=C(C=C(C1F)C)C1=C(C=C(C=C1C)F)CCCC=CC)CCC=C)=O)C(F)(F)F